C(C)(C)(C)OC(=O)NC1=CC(=C(C(=O)O)C=C1)F 4-((tert-Butoxycarbonyl)amino)-2-fluorobenzoic acid